ClC1=CC=C(C=C1)C1=CC(=C(C=C1)NCCS(=O)(=O)NC)C1=NN(C=C1)C 2-((4'-chloro-3-(1-methyl-1H-pyrazol-3-yl)-[1,1'-biphenyl]-4-yl)amino)-N-methylethane-1-sulfonamide